C(CSSCC(=O)[O-])(=O)OCCCCCC(C)C isooctyl dithiodiacetate